4-(4-Bromophenyl)butanoic acid BrC1=CC=C(C=C1)CCCC(=O)O